O1CC1 oxiridine